C(C)(C)(C)C1OCC2=CC=C(C=C12)OC1=CC=C(C=N1)N1C(NC(C1=O)(C)C)=O 3-[6-[(3-tert-butyl-1,3-dihydroisobenzofuran-5-yl)oxy]-3-pyridinyl]-5,5-dimethyl-imidazolidine-2,4-dione